tert-butyl N-[2-[4-[6-(dimethyl-amino)pyridin-3-yl]phenyl]-1,3-benzothiazol-6-yl]-N-[2-[2-[2-[2-[2-(2-iodoethoxy)ethoxy]-ethoxy]ethoxy]ethoxy]ethyl]carbamate CN(C1=CC=C(C=N1)C1=CC=C(C=C1)C=1SC2=C(N1)C=CC(=C2)N(C(OC(C)(C)C)=O)CCOCCOCCOCCOCCOCCI)C